8-(2,3-dihydro-1H-inden-1-yl)-7-oxo-2-((4-(piperazin-1-yl)phenyl)amino)-7,8-dihydropyrido[2,3-d]pyrimidine-6-carbonitrile C1(CCC2=CC=CC=C12)N1C(C(=CC2=C1N=C(N=C2)NC2=CC=C(C=C2)N2CCNCC2)C#N)=O